5-[3-({(1S)-1-[(1S,3R)-3-amino-2,2-dimethylcyclobutyl]ethyl}amino)-4-chlorophenyl]-1,3,4-oxadiazol-2(3H)-one N[C@H]1C([C@H](C1)[C@H](C)NC=1C=C(C=CC1Cl)C1=NNC(O1)=O)(C)C